C(#N)C(C(=O)OC)=C(C1=CC=CC=C1)C1=CC(=C(C(=C1)C(C)(C)C)O)C(C)(C)C methyl 2-cyano-3-(3,5-di-tert-butyl-4-hydroxyphenyl)-3-phenylacrylate